ClS(=O)(=O)C1CCOCC1 4-(chlorosulfonyl)tetrahydro-2H-pyran